3-(3-methyl-1H-indol-3-yl)-1H-pyrrole-2,5-dione CC1(CNC2=CC=CC=C12)C=1C(NC(C1)=O)=O